FC(C(C1=CC=CC=C1)NC(C=C)=O)F N-(2,2-difluoro-1-phenylethyl)acrylamide